C(C)OCCC1=CC=C(S1)C(=O)OC methyl 5-(2-ethoxyethyl)thiophene-2-carboxylate